FC([C@H](C1=CN(C2=NC(=C(C=C21)F)C=2C(=NC=C(C2)F)C(F)(F)F)C2COC2)NS(=O)(=O)C2CC2)F (S)-N-(2,2-difluoro-1-(5-fluoro-6-(5-fluoro-2-(trifluoromethyl)pyridin-3-yl)-1-(oxetan-3-yl)-1H-pyrrolo[2,3-b]pyridin-3-yl)ethyl)cyclopropanesulfonamide